phenyltributyl-ammonium fluoride [F-].C1(=CC=CC=C1)[N+](CCCC)(CCCC)CCCC